OC(CC(C(=O)OC(COC(CCCCC)=O)CO)CCCC)CO glycerol monohexanoate (2,3-dihydroxypropyl-hexanoate)